CN1CCCC1 (3R)-1-methylpyrrolidin